1-(2-hydroxycyclopentyl)-3-(4-(4-methylthiazol-2-yl)phenyl)urea OC1C(CCC1)NC(=O)NC1=CC=C(C=C1)C=1SC=C(N1)C